CNS(OCC(=O)NC=1SC(=C(N1)C)CC1=CC=C(C=C1)OC)(=O)=O 2-((5-(4-methoxybenzyl)-4-methylthiazol-2-yl)amino)-2-oxoethyl methylsulfamate